tert-butyl (2R,3S,4S)-3-(acetyloxy)-4-[(tert-butoxycarbonyl)oxy]-2-{[4-(1,3-oxazol-2-yl)phenyl]methyl}pyrrolidine-1-carboxylate C(C)(=O)O[C@H]1[C@H](N(C[C@@H]1OC(=O)OC(C)(C)C)C(=O)OC(C)(C)C)CC1=CC=C(C=C1)C=1OC=CN1